C1(CCC1)N1CCC2(C(N(C(N2CCN2CCOCC2)=O)CC2=NC(=NO2)C2=CC(=C(OC3=C(C=CC=C3)S(=O)(=O)N(C)C(C)C)C=C2)C(F)(F)F)=O)CC1 2-(4-(5-((8-cyclobutyl-1-(2-morpholinoethyl)-2,4-dioxo-1,3,8-triazaspiro[4.5]decan-3-yl)methyl)-1,2,4-oxadiazol-3-yl)-2-(trifluoromethyl)phenoxy)-N-isopropyl-N-methylbenzenesulfonamide